COCCOC=1C=C(C=NC1)N1C[C@@H](CC1)C=1C=C(C(=O)NC=2C=NC=C(C2)C(F)(F)F)C=CC1C (S)-3-(1-(5-(2-methoxyethoxy)pyridin-3-yl)pyrrolidin-3-yl)-4-methyl-N-(5-(trifluoromethyl)pyridin-3-yl)benzamide